6-Fluoro-2-(4-(pyridin-2-yl)but-3-yn-1-yl)imidazo(1,2-a)pyridine FC=1C=CC=2N(C1)C=C(N2)CCC#CC2=NC=CC=C2